rac-4-Methyl-3-[1-[methyl-[3-oxo-3-[4-[5-(trifluoromethyl)pyrimidin-2-yl]piperazin-1-yl]propyl]amino]ethyl]-5-(trifluoromethyl)-1H-pyridazin-6-one CC=1C(=NNC(C1C(F)(F)F)=O)[C@@H](C)N(CCC(N1CCN(CC1)C1=NC=C(C=N1)C(F)(F)F)=O)C |r|